NC1=NC=2C=CC(=CC2C2=C1[C@H](OC2)C)C(=O)N(CC2=NC=C(C=C2)C(F)(F)F)[C@H]2[C@@H](C2)N (3R)-4-amino-N-((1R,2R)-2-aminocyclopropyl)-3-methyl-N-((5-(trifluoromethyl)-2-pyridinyl)methyl)-1,3-dihydrofuro[3,4-c]quinoline-8-carboxamide